N1N=CC(=C1)CNC(C1=CC=C(C=C1)C=1C=C2CCN(C2=CC1)C(CC)=O)=O N-((1H-pyrazol-4-yl)methyl)-4-(1-propionylindolin-5-yl)benzamide